NC1=NC(=C2N=CN(C2=N1)[C@@H]1C[C@@H]([C@](O1)(CO)C#C)O)N (2R,3S,5S)-5-(2,6-diamino-9H-purin-9-yl)-2-ethynyl-2-(hydroxymethyl)tetrahydrofuran-3-ol